methyl (2S,4S)-1-((R)-2-(2-naphthamido)-3-cyclohexylpropanoyl)-4-(5-(2-hydroxypropan-2-yl)-1H-1,2,3-triazol-1-yl)pyrrolidine-2-carboxylate C1=C(C=CC2=CC=CC=C12)C(=O)N[C@@H](C(=O)N1[C@@H](C[C@@H](C1)N1N=NC=C1C(C)(C)O)C(=O)OC)CC1CCCCC1